[F-].C(CCCCCCCC)[N+]1=CC(=CC=C1)CCC 1-Nonyl-3-propylpyridinium fluorid